N-(2-methoxy-4-pyrimidin-5-yl-phenyl)-5-methyl-3-phenyl-isoxazole-4-carboxamide COC1=C(C=CC(=C1)C=1C=NC=NC1)NC(=O)C=1C(=NOC1C)C1=CC=CC=C1